C1(CCC1)C#CC=1C=C(C=CC1)C1=CC(=C(N1CC1=CC(=C(C=C1)S(N)(=O)=O)F)CC1CC1)C=1OC=C(N1)C(=O)O 2-(5-(3-(cyclobutylethynyl)phenyl)-2-(cyclopropylmethyl)-1-(3-fluoro-4-sulfamoylbenzyl)-1H-pyrrol-3-yl)oxazole-4-carboxylic acid